5-(2-ethylphenyl)-1-isopropyl-3,3,7-trimethyloctahydrobenzo[c]isoxazole C(C)C1=C(C=CC=C1)C1CC2C(N(OC2(C)C)C(C)C)C(C1)C